3-amino-2-(thiophen-2-yl)indolizine-1-carbonitrile NC1=C(C(=C2C=CC=CN12)C#N)C=1SC=CC1